CC(C(=O)O)(CCCCCC)C 2,2-dimethyloctanoic acid